N-(1-(butylsulfonyl)piperidin-4-yl)-N-(cyclobutylmethyl)isoquinoline-3-carboxamide C(CCC)S(=O)(=O)N1CCC(CC1)N(C(=O)C=1N=CC2=CC=CC=C2C1)CC1CCC1